(2R,3S)-2-(3-(7-chloro-1H-imidazo[4,5-b]pyridin-1-yl)propyl)piperidin-3-ol ClC1=C2C(=NC=C1)N=CN2CCC[C@H]2NCCC[C@@H]2O